N-(4-cyano-2-(1-(1,1,1-trifluoropropan-2-yl)piperidin-4-yl)pyridin-3-yl)-4-(5-((1S,2S)-2-fluorocyclopropyl)-1,2,4-oxadiazol-3-yl)-4-methylpiperidine-1-carboxamide C(#N)C1=C(C(=NC=C1)C1CCN(CC1)C(C(F)(F)F)C)NC(=O)N1CCC(CC1)(C)C1=NOC(=N1)[C@H]1[C@H](C1)F